C(C)(C)C(=O)CC ethyl Isopropyl ketone